ClC=1C=CC(=C(C1)C=1C=C(C=2OCCNC2N1)C=1C=C(C=NC1)C(=O)O)F 5-[6-(5-chloro-2-fluorophenyl)-2H,3H,4H-pyrido[3,2-b][1,4]oxazin-8-yl]pyridine-3-carboxylic acid